tert-Butyl (5-(4,4,5,5-tetramethyl-1,3,2-dioxaborolan-2-yl)-6-(trifluoromethyl)benzofuran-2-yl)methylcarbamate CC1(OB(OC1(C)C)C=1C(=CC2=C(C=C(O2)CNC(OC(C)(C)C)=O)C1)C(F)(F)F)C